[N+](=[N-])=CC(CC[C@@H](C(=O)OC(C)C)NC(=O)[C@@H]1OCC2C1COC2)=O isopropyl (2S)-6-diazo-5-oxo-2-((1R)-tetrahydro-1H,3H-furo[3,4-c]furan-1-carboxamido)hexanoate